[N+](=O)([O-])C=1C=C(COC(CC2CCNCC2)=O)C=C(C1)[N+](=O)[O-] 2-(piperidin-4-yl)acetic acid 3,5-dinitrobenzyl ester